L-2-allyl-proline methyl ester hydrochloride Cl.COC([C@]1(NCCC1)CC=C)=O